2-(2-ethoxyethoxy)ethyl ((perfluorophenoxy)(phenoxy)phosphoryl)-L-alaninate FC1=C(OP(=O)(OC2=CC=CC=C2)N[C@@H](C)C(=O)OCCOCCOCC)C(=C(C(=C1F)F)F)F